C(CCCCCCCC)(=O)OC1=CC=CC=C1S(=O)(=O)[O-] 6-nonanoyloxybenzenesulfonate